Tetrahydro-2H-pyran-2-ylmethyl-2-({2-chloro-4-fluoro-5-[3-methyl-2,6-dioxo-4-(trifluoromethyl)-3,6-dihydropyrimidin-1(2H)-yl]phenyl} sulfanyl)butanoat O1C(CCCC1)COC(C(CC)SC1=C(C=C(C(=C1)N1C(N(C(=CC1=O)C(F)(F)F)C)=O)F)Cl)=O